propan-2-d-2-amine CC(C)(N)[2H]